2-(3-methoxyphenyl)pyrido[4,3-d]pyrimidin-4(3H)-one COC=1C=C(C=CC1)C=1NC(C2=C(N1)C=CN=C2)=O